methyl 6-bromo-3-ethyl-3-hydroxy-1-methyl-2-oxo-indoline-5-carboxylate BrC1=C(C=C2C(C(N(C2=C1)C)=O)(O)CC)C(=O)OC